6-(1-(8-azabicyclo[3.2.1]octan-3-yl)piperidin-4-yl)-2-(3-fluoro-4-(methylsulfonyl)phenyl)-1,4-dimethyl-1H-benzo[d]imidazole C12CC(CC(CC1)N2)N2CCC(CC2)C=2C=C(C1=C(N(C(=N1)C1=CC(=C(C=C1)S(=O)(=O)C)F)C)C2)C